tetraallyl-biphenol C(C=C)C=1C(=C(C(=C(C1O)C=1C(=CC=CC1)O)CC=C)CC=C)CC=C